CC=1C=C(C=CC1C)C1=CC=C(C(=N1)OC)C#C[Si](C(C)C)(C(C)C)C(C)C 6-(3,4-dimethylphenyl)-2-methoxy-3-((triisopropylsilyl)ethynyl)pyridine